N1=CC=C(C=C1)C=NC1=CC=C(C=C1)N=CC1=CC=NC=C1 Bis(pyridine-4-ylmethylene)benzene-1,4-diamine